(3R,4R)-4-amino-tetrahydropyran-3-ol N[C@H]1[C@H](COCC1)O